2-(3-bromo-4-fluorobenzenesulfonyl)-2-methyl-1-(morpholin-4-yl)propan-1-one BrC=1C=C(C=CC1F)S(=O)(=O)C(C(=O)N1CCOCC1)(C)C